2-methylthio-N6-Isopentenyl-adenine CSC1=NC(=C2NC=NC2=N1)NCCC(=C)C